titanium yttrium [Y].[Ti]